6-[4-[(2-phenylphenyl)methyl]piperidine-1-carbonyl]-4H-1,4-benzoxazin-3-one C1(=CC=CC=C1)C1=C(C=CC=C1)CC1CCN(CC1)C(=O)C=1C=CC2=C(NC(CO2)=O)C1